S(=O)(=O)(OCCCCCCCCCCCC)[O-].[NH4+] ammonium lauryl sulfat